2,2-di-chloro-propanoate ClC(C(=O)[O-])(C)Cl